[Ru+4].[Ru](=O)(=O)(=O)=O Ruthenium tetroxid Ruthenium(IV)